4-hydroxy-3,5-dimethoxyacetophenone CC(=O)C1=CC(=C(C(=C1)OC)O)OC